ClC=1C(=C2C=NNC2=CC1C)C=1C(=NN(C1C)C1CC2(CN(C2)C(C=C)=O)C1)N1C(CC(CC1)C(=O)N1CC(C1)OC)(C)C 1-(6-(4-(5-chloro-6-methyl-1H-indazol-4-yl)-3-(4-(3-methoxyazetidine-1-carbonyl)-2,2-dimethylpiperidin-1-yl)-5-methyl-1H-pyrazol-1-yl)-2-azaspiro[3.3]heptan-2-yl)prop-2-en-1-one